9-benzyl-2-chloro-6-iodo-9H-purine C(C1=CC=CC=C1)N1C2=NC(=NC(=C2N=C1)I)Cl